C(C)OC(CCCCCCCCCCCCCCCCC[SiH3])(OCC)OCC triethoxyoctadecylsilane